(S)-2-[(2S,5S)-5-(hydroxymethyl)-2-isopropyl-1-methyl-3-oxo-1,2,3,4,5,6-hexahydro-1,4-benzodiazocin-9-yloxy]butyl 2-methyl-1-propylium-2-carbamate CC([CH2+])(C)NC(=O)OC[C@H](CC)OC1=CC2=C(C[C@H](NC([C@@H](N2C)C(C)C)=O)CO)C=C1